ClC1=NC=2N(C(=C1)NCC1=C(C=C(C=C1)C1=CC=CC=C1)F)N=CC2C2CC2 5-chloro-3-cyclopropyl-N-((3-fluoro-[1,1'-biphenyl]-4-yl)methyl)pyrazolo[1,5-a]pyrimidin-7-amine